bromo-6-chloro-1-((2-(trimethylsilyl)ethoxy)methyl)-1H-indazole BrC1=NN(C2=CC(=CC=C12)Cl)COCC[Si](C)(C)C